Cl.COC([C@H](CCC(=O)N1CCOCC2=C1C=CC=C2)N)=O.C(C=C)(=O)OCCCCCCCCCCCCCCCCCCCC[SiH2]C(I)I acryloyloxyeicosyl-diiodomethylsilane methyl-(S)-2-amino-5-(2,3-dihydrobenzo[e][1,4]oxazepin-1(5H)-yl)-5-oxopentanoate hydrogen chloride